ClC=1C(=NC(=NC1C(F)(F)F)S(=O)(=O)C)N1CCC1 1-(5-chloro-2-(methylsulfonyl)-6-(trifluoromethyl)pyrimidin-4-yl)azetidin